2-(3-cyanobiphenyl-4-yl)-1,3-dioxoisoindoline-5-carboxylic acid C(#N)C=1C=C(C=CC1N1C(C2=CC=C(C=C2C1=O)C(=O)O)=O)C1=CC=CC=C1